C6-chloro-1-cyclopropyl-1H-pyrrolo[2,3-b]pyridine-4-carbaldehyde ClC=1C=C(C2=C(N1)N(C=C2)C2CC2)C=O